[N+](=O)([O-])C1=CC=C(C(=O)[C@@](C(=O)O)(O)[C@@H](O)C(=O)O)C=C1 p-nitrobenzoyl-L-tartaric acid